3-(1-methyl-6-(4-(2-(piperidin-4-yl)propan-2-yl)piperazin-1-yl)-1H-indazol-3-yl)piperidine-2,6-dione CN1N=C(C2=CC=C(C=C12)N1CCN(CC1)C(C)(C)C1CCNCC1)C1C(NC(CC1)=O)=O